C(C)OC1=NC=CC=C1C1=NC=2CN(CC3(CCN(CC3)C=3C(=NC(=CC3)OC)C(F)(F)F)C2C=C1)C[C@@H]1NCCC1 2-(2-ethoxy-3-pyridinyl)-1'-[6-methoxy-2-(trifluoromethyl)-3-pyridinyl]-7-[[(2R)-pyrrolidin-2-yl]methyl]spiro[6,8-dihydro-1,7-naphthyridine-5,4'-piperidine]